FC(S(=O)(=O)OC=1CC2CC(CC2C1)(C)O)(F)F 5-hydroxy-5-methyl-1,3a,4,5,6,6a-hexahydropentalen-2-yl trifluoromethanesulfonate